(2S,3R)-2-amino-3-hydroxy-3-(4-(methylsulfonyl)phenyl)propanoic acid ethyl ester C(C)OC([C@H]([C@@H](C1=CC=C(C=C1)S(=O)(=O)C)O)N)=O